O1C2C(N(CC1)C(CI)=O)CCC2 1-(hexahydrocyclopenta[b][1,4]oxazin-4(4aH)-yl)-2-iodoethan-1-one